azetidin-3-yl-ethylamine N1CC(C1)NCC